ClC1=C(C=C(OCCCN2C(=CC(=C2)N(C2=CC(=CC=C2)Cl)CC2=CC(=C(C=C2)C#C)Cl)C(=O)O)C=C1C)C 1-(3-(4-chloro-3,5-dimethylphenoxy)propyl)-4-((3-chloro-4-ethynylbenzyl)(3-chlorophenyl)amino)-1H-pyrrole-2-carboxylic acid